N-(2-hydroxyethyl)-4-({4-[({2-[methyl(methylsulfonyl)amino]pyridin-3-yl}methyl)amino]-5-(trifluoromethyl)pyrimidin-2-yl}amino)-N-propylbenzamide OCCN(C(C1=CC=C(C=C1)NC1=NC=C(C(=N1)NCC=1C(=NC=CC1)N(S(=O)(=O)C)C)C(F)(F)F)=O)CCC